(R)-1-(1-methyl-1H-pyrazol-4-yl)-2-((S)-3-methylpiperidin-1-yl)ethan-1-amine CN1N=CC(=C1)[C@H](CN1C[C@H](CCC1)C)N